CN(C1CN(C1)C(=O)[C@@H]1CC2=C(CN1C(C)C)NC(=N2)C2=NNC1=CC(=CC=C21)C2=C(C=C(C(=C2)F)O)CC)C (S)-(3-(dimethylamino)azetidin-1-yl)(2-(6-(2-ethyl-5-fluoro-4-hydroxyphenyl)-1H-indazol-3-yl)-5-isopropyl-4,5,6,7-tetrahydro-3H-imidazo[4,5-C]pyridin-6-yl)methanone